N-(4-tert-butylphenyl)-6,6-dimethyl-6,7-dihydro-5H-indeno[5,6-b]thiophen-3-amine C(C)(C)(C)C1=CC=C(C=C1)NC=1C2=C(SC1)C=C1CC(CC1=C2)(C)C